2-(4-chlorophenyl)cyclohexane-1-ene-1-carbaldehyde ClC1=CC=C(C=C1)C1=C(CCCC1)C=O